OCC([C@@H](C[C@@H]1C(NCC1)=O)NC(=O)[C@@H]1N(C2CCC1CC2)C(=O)C2=CC1=C(N2)C(=CS1)C)=O (R)-N-((R)-4-hydroxy-3-oxo-1-((R)-2-oxopyrrolidin-3-yl)butan-2-yl)-2-(3-methyl-4H-thieno[3,2-b]pyrrole-5-carbonyl)-2-azabicyclo[2.2.2]octane-3-carboxamide